N7-[1-(4-fluorophenyl)cyclopropyl]-2-(methoxymethyl)pyrazolo[1,5-a]pyrimidine-3,7-dicarboxamide FC1=CC=C(C=C1)C1(CC1)NC(=O)C1=CC=NC=2N1N=C(C2C(=O)N)COC